1,6-bis(4-amino-2-bromophenoxy)-n-hexane NC1=CC(=C(OCCCCCCOC2=C(C=C(C=C2)N)Br)C=C1)Br